C12(C(=O)CC(CC1)C2(C)C)CS(=O)(=O)[O-].C(C)(C)(C)C=2C(=C(C=CC2)[I+]C2=C(C(=CC=C2)C(C)(C)C)C(C)(C)C)C(C)(C)C bis-(di-t-butylphenyl)iodonium camphorsulfonate